phenyl-anisoylphosphine C1(=CC=CC=C1)PC(C1=CC=C(C=C1)OC)=O